C([C@@H]1[C@H]([C@@H]([C@H]([C@@H](O1)O[C@@H]2[C@H](O[C@H]([C@@H]([C@H]2O[C@H]3[C@@H]([C@H]([C@H]([C@H](O3)CO)O)O)O)O)O)CO)O)O)O)O The molecule is a branched trisaccharide that is beta-D-Galp-(1->3)-beta-D-Glcp in which the hydroxy group at position 4 of the gluocopyranose moiety has been converted to the corresponding beta-D-glucopyranoside. It is a trisaccharide, a beta-D-galactoside and a beta-D-glucoside. It derives from a beta-D-Galp-(1->3)-beta-D-Glcp.